(±)-1-(6-(2-Chloro-5-fluoropyrimidin-4-yl)-8-fluoroquinolin-4-yl)ethanol ClC1=NC=C(C(=N1)C=1C=C2C(=CC=NC2=C(C1)F)[C@@H](C)O)F |r|